N1CCC2=CC(=CC=C12)S(=O)(=O)N1C=C(C=C1)C(=O)NC1=CC=C(C=C1)C(F)(F)F 1-(indolin-5-ylsulfonyl)-N-(4-(trifluoromethyl)phenyl)-1H-pyrrole-3-carboxamide